C[Si](C#CC)(C)C trimethyl-(prop-1-yn-1-yl)silane